C1(CC1)C1=C(C=NN1C1=NC=CN=C1)[N+](=O)[O-] 2-(5-cyclopropyl-4-nitro-pyrazol-1-yl)pyrazine